OCC1(CCC1)NC=1C2=C(N=C(N1)C1=CC=C(C=C1)C=1OC(=NN1)C)CC[S@]2=O (R)-4-((1-(hydroxymethyl)cyclobutyl)amino)-2-(4-(5-methyl-1,3,4-oxadiazol-2-yl)phenyl)-6,7-dihydrothieno[3,2-d]pyrimidine 5-oxide